NC=1C=2N(C=C(N1)C(F)(F)F)C(=CN2)C=2C=C(C=CC2)CC 1-(3-(8-amino-6-(trifluoromethyl)imidazo[1,2-a]pyrazin-3-yl)phenyl)ethan